C(C)(C)N1N=CC=C1B(O)O 2-isopropyl-3-pyrazoleboronic acid